4-propyltriazole C(CC)C=1N=NNC1